CC(CSC)(C)NC(=O)C1=C(C(=O)O)C=CC=C1 N-(1,1-dimethyl-2-methylthioethyl)o-carbamyl-benzoic acid